FC1(CC(C1)(CC1=NN=CN1C)C=1C=C(C=CC1)N1C(C2=CC(=CC(=C2C1)C(F)F)CNC1(CCC1)C)=O)F 2-(3-(3,3-difluoro-1-((4-methyl-4H-1,2,4-triazol-3-yl)methyl)cyclobutyl)-phenyl)-4-(difluoromethyl)-6-(((1-methylcyclobutyl)amino)methyl)isoindolin-1-one